FC(C1=CC=C(C=C1)C1=CC(=CC=C1)C(=O)O)(F)F 4'-(trifluoromethyl)-[1,1'-biphenyl]-3-carboxylic acid